6-(((S)-2-isopropyl-4-methylpiperazin-1-yl)methyl)-2-(3-((1r,3S)-3-methoxy-1-(4-methyl-4H-1,2,4-triazol-3-yl)cyclobutyl)phenyl)-4-(trifluoromethyl)isoindolin-1-one C(C)(C)[C@@H]1N(CCN(C1)C)CC1=CC(=C2CN(C(C2=C1)=O)C1=CC(=CC=C1)C1(CC(C1)OC)C1=NN=CN1C)C(F)(F)F